BrCCCCCOC1=CC(=CC(=C1)OCCCCCBr)OCCCCCBr 1,3,5-tris((5-bromopentyl)oxy)benzene